(2S,4E)-5-(5-isopropoxypyridin-3-yl)-N-methylpent-4-en-2-amine C(C)(C)OC=1C=C(C=NC1)/C=C/C[C@H](C)NC